BrC=1C=C(C=C(C1)F)NC(OC(C)(C)C)=O tert-Butyl (3-bromo-5-fluorophenyl)carbamate